CC1(N(C(N(C1=O)C1=C(C(=C(C#N)C=C1)C(F)(F)F)F)=S)C=1C=NC(=CC1)CCCC=1OC=CN1)C 4-(4,4-Dimethyl-3-{6-[3-(1,3-oxazol-2-yl)propyl]-3-pyridinyl}-5-oxo-2-thioxo-1-imidazolidinyl)-3-fluoro-2-(trifluoromethyl)benzonitrile